2,2-dimethyl-4-oxo-3,8,11-trioxa-5-azatridecan-13-yl 4-methylbenzenesulfonate CC1=CC=C(C=C1)S(=O)(=O)OCCOCCOCCNC(OC(C)(C)C)=O